C(CC)NC1=NC(=NC(=N1)NCCC)N(OC)C N-(4,6-Bis-n-propylamino-[1,3,5]triazin-2-yl)-O,N-dimethyl-hydroxylamine